4-methyl-N-[1-(2-methylpropyl)-1H-pyrazol-4-yl]-3-[2-(pyridin-3-yl)ethynyl]benzamide CC1=C(C=C(C(=O)NC=2C=NN(C2)CC(C)C)C=C1)C#CC=1C=NC=CC1